C(C)(C)(C)SSC[C@@H](C(=O)O)NC(=O)OCC1C2=CC=CC=C2C=2C=CC=CC12 (2R)-3-(tert-butyl-disulfanyl)-2-[9H-fluoren-9-ylmethoxycarbonylamino]propanoic acid